NCCCNC1=CC=CC=C1 N-(3-aminopropyl)aniline